C[C@H](CCC=C)CCCCCC (S)-5-methyl-undecene